ClC=1C=NN2C1C=C(C=C2C#N)CN2C[C@H](CCC2)C (S)-3-chloro-5-((3-methylpiperidin-1-yl)methyl)pyrazolo[1,5-a]pyridine-7-carbonitrile